prop-2-en-1-yl 3-(5-[(5-chlorothiophen-2-yl)methyl]amino-1-(2,2-dimethylpropanoyl)-1H-pyrazol-3-yl)azetidine-1-carboxylate ClC1=CC=C(S1)CNC1=CC(=NN1C(C(C)(C)C)=O)C1CN(C1)C(=O)OCC=C